ClC(C(CCCCCCCC(CC(=O)OC(COC(CCCCCCCCCCCCCCC)=O)COC(CCCCCCCCCCCCCCC)=O)C)C)=O.FC1=CC=C(C=C1)C=1C(=NC2=CC(=CC(=C2C1)C(C)=O)C)N1N=CC=C1 1-(3-(4-fluorophenyl)-7-methyl-2-(1H-pyrazol-1-yl)quinolin-5-yl)ethan-1-one [2-(12-chloro-3,11-dimethyl-12-oxo-dodecanoyl)oxy-3-hexadecanoyloxy-propyl]hexadecanoate